C1(CCCCC1)C=1N(C(=NN1)SCC(=O)NC1=C(C2=C(S1)CCC2)C(=O)N)CC=C 2-(2-{[5-cyclohexyl-4-(prop-2-en-1-yl)-4H-1,2,4-triazol-3-yl]sulfanyl}acetamido)-4H,5H,6H-cyclopenta[b]thiophene-3-carboxamide